4-((3,4-dimethylbenzyl)amino)imidazo[1,5-a]quinoxaline-8-carbonyl chloride CC=1C=C(CNC=2C=3N(C4=CC(=CC=C4N2)C(=O)Cl)C=NC3)C=CC1C